FC(OC1=CC(=NN1)NC1=CN=CC(=N1)O[C@H]1[C@H](CN(CCC1)C(=O)OC(C)(C)C)C)F tert-butyl (3S,4R)-4-((6-((5-(difluoromethoxy)-1H-pyrazol-3-yl)amino)pyrazin-2-yl)oxy)-3-methylazepane-1-carboxylate